COCC1(CC1)CO (1-(methoxymethyl)cyclopropyl)methanol